[C@H](C)(CC)NC=1C2=C(N=C(N1)NC1=C(C=C(C=C1)S(=O)(=O)C)OC)NC=C2C(F)(F)F (S)-N4-(sec-butyl)-N2-(2-methoxy-4-(methylsulfonyl)phenyl)-5-(trifluoromethyl)-7H-pyrrolo[2,3-d]pyrimidine-2,4-diamine